cyclopropyl(2,4-difluorophenyl)methanamine C1(CC1)C(N)C1=C(C=C(C=C1)F)F